2-bromo-5-(2,3,5-trifluorophenyl)-6,7-dihydro-5H-pyrrolo[1,2-b][1,2,4]triazol-7-ol BrC=1N=C2N(N1)C(CC2O)C2=C(C(=CC(=C2)F)F)F